(4R)-4-[3-[2-(2,2-Dimethylpropyl-sulfonyl)-2,6-diazaspiro[3.3]heptan-6-yl]-3-oxo-propyl]oxazolidin-2-one CC(CS(=O)(=O)N1CC2(C1)CN(C2)C(CC[C@H]2NC(OC2)=O)=O)(C)C